ClCC1=CC(=C(C(=C1)F)N1CC2CC2C1)F 3-[4-(chloromethyl)-2,6-difluorophenyl]-3-azabicyclo[3.1.0]hexane